C(C1=CC=CC=C1)OC1(CC1)C(=O)NC=1N=CC2=C(N=CC(=C2C1)C=1OC2=C(N1)C=C(C=C2)OC)NC 1-(benzyl-oxy)-N-(5-(5-methoxybenzo[d]oxazol-2-yl)-8-(methylamino)-2,7-naphthyridin-3-yl)cyclopropane-1-carboxamide